P(=S)(SC1=C(C=CC=C1)CCCCCCC)(OC1=C(C=CC=C1)CCCCCCC)[O-].[Ba+2].C(CCCCCC)C1=C(C=CC=C1)SP(=S)(OC1=C(C=CC=C1)CCCCCCC)[O-] barium di(heptylphenyl) dithiophosphate